C(C1=CC=CC=C1)N1C(CC(CC1=O)(C)C=1C=NC(=CC1)Cl)=O 1-benzyl-4-(6-chloropyridin-3-yl)-4-methylpiperidine-2,6-dione